4-((1R,3R)-2-(2-fluoro-2-methylpropyl)-3-methyl-2,3,4,9-tetrahydro-1H-pyrido[3,4-b]indol-1-yl)-1-(3-(3-(fluoromethyl)azetidin-1-yl)propyl)pyridin-2(1H)-one FC(CN1[C@@H](C=2NC3=CC=CC=C3C2C[C@H]1C)C1=CC(N(C=C1)CCCN1CC(C1)CF)=O)(C)C